COC=1C=C(CN(C)CC2=CC(=NC=C2)C=2C=C3CN(C(C3=CC2)=O)C2C(NC(CC2)=O)=O)C=CC1 3-(5-(4-(((3-methoxybenzyl)(methyl)amino)methyl)pyridin-2-yl)-1-oxoisoindolin-2-yl)piperidine-2,6-dione